C(C1CO1)OCCC[Si](OCC)(OCC)OCC (2,3-epoxypropoxy)propyltriethoxysilane